CN1N=C(C=C1C)NC1=NC=C(C(=N1)C1=CNC2=C(C=CC=C12)N1C(C2=CC=CC(=C2C1)C1=C(C=NC=C1)F)=O)C 2-(3-(2-((1,5-dimethyl-1H-pyrazol-3-yl)amino)-5-methylpyrimidin-4-yl)-1H-indol-7-yl)-4-(3-fluoropyridin-4-yl)isoindolin-1-one